FC=1C=2N(C=C(C1)C=1N=C3N(C(C1)=O)C=C(C=C3)N3CCN(CCC3)C)C=C(N2)C 2-(8-fluoro-2-methylimidazo[1,2-a]pyridin-6-yl)-7-(4-methyl-1,4-diazepan-1-yl)-4H-pyrido[1,2-a]pyrimidin-4-one